(R)-1-(6-(4-(6-chloro-5-methyl-1H-indazol-4-yl)-3-(2,2-dimethyl-4-(morpholinomethyl)piperidin-1-yl)-5-methyl-1H-pyrazol-1-yl)-2-azaspiro[3.3]heptan-2-yl)prop-2-en-1-one ClC1=C(C(=C2C=NNC2=C1)C=1C(=NN(C1C)C1CC2(CN(C2)C(C=C)=O)C1)N1C(C[C@@H](CC1)CN1CCOCC1)(C)C)C